indium-iron [Fe].[In]